(±)-N-tert-butyl-3-methylene-1-propionyl-2-(pyridin-2-yl)indoline-2-carboxamide C(C)(C)(C)NC(=O)[C@]1(N(C2=CC=CC=C2C1=C)C(CC)=O)C1=NC=CC=C1 |r|